(3-chloro-5-(trifluoromethoxy)phenyl)boronic acid ClC=1C=C(C=C(C1)OC(F)(F)F)B(O)O